C(C)(C)(C)OC(=O)N1CCC(CC1)(C1=CCC1)C#N 4-cyano-4-(cyclobut-1-en-1-yl)piperidine-1-carboxylic acid tert-butyl ester